(5-Chloro-2-phenylthiazol-4-yl)methanol ClC1=C(N=C(S1)C1=CC=CC=C1)CO